COC([C@@H](NC(=O)OC(C)(C)C)C[C@H]1C(NCC1)=O)=O N-(tert-butoxycarbonyl)-3-[(3S)-2-oxopyrrolidin-3-yl]L-alanine methyl ester